6-((3-(5-(((tert-butoxycarbonyl)amino)methyl)-2-(4-fluorophenyl)pyridin-4-yl)-1H-pyrazol-1-yl)methyl)picolinic acid C(C)(C)(C)OC(=O)NCC=1C(=CC(=NC1)C1=CC=C(C=C1)F)C1=NN(C=C1)CC1=CC=CC(=N1)C(=O)O